C(C)(C)(C)OC(=O)N1C(CCC1)C=1C=C(C=C2CCN(CC12)C(C)=O)C=1C=C2C(=NC1)NC=C2C.CC=2C=C(C=C(C2O)C)C(C)C2=CC(=C(C(=C2)C)O)C 1,1-bis(3,5-dimethyl-4-hydroxyphenyl)ethane tert-butyl-2-(2-acetyl-6-(3-methyl-1H-pyrrolo[2,3-b]pyridin-5-yl)-1,2,3,4-Tetrahydroisoquinolin-8-yl)pyrrolidine-1-carboxylate